BrC=1C=C(C=C(C1O)Br)C(=O)C1=C(N(C2=CN=CC=C21)C)CC (3,5-dibromo-4-hydroxyphenyl)(2-ethyl-1-methyl-1H-pyrrolo[2,3-c]pyridin-3-yl)methanone